NC=1C=2N(C=CN1)C(=NC2C2=CC(=C(C=C2)NC(OC(C)(C)C)=O)OC)C=2C=NC=CC2 tert-Butyl (4-(8-amino-3-(pyridin-3-yl)imidazo[1,5-a]pyrazin-1-yl)-2-methoxyphenyl)carbamate